COC(=O)C1=CC=C(C(=O)O)C=C1 4-(methoxycarbonyl)benzoic acid